potassium (3-oxabicyclo[4.1.0]heptan-6-yl)trifluoroborate C12COCCC2(C1)[B-](F)(F)F.[K+]